C1(CCCCC1)C(=O)N1CCN(CC1)C1=C(C=C(C=N1)N1C(O[C@H](C1)CNC(C)=O)=O)F (S)-N-[(3-{6-[4-(cyclohexanecarbonyl)piperazin-1-yl]-5-fluoropyridin-3-yl}-2-oxazolidinone-5-yl)methyl]acetamide